3-Benzyl-1-(4-(4-(1-(2-(2,6-dioxopiperidin-3-yl)-1,3-dioxoisoindole-5-yl)piperidin-4-yl)-piperazin-1-yl)-3-fluorophenyl)-1-((1r,4r)-4-(quinazolin-2-ylamino)cyclohexyl)urea C(C1=CC=CC=C1)NC(N(C1CCC(CC1)NC1=NC2=CC=CC=C2C=N1)C1=CC(=C(C=C1)N1CCN(CC1)C1CCN(CC1)C=1C=C2C(N(C(C2=CC1)=O)C1C(NC(CC1)=O)=O)=O)F)=O